tert-butyl (2-(1-(2-bromoethyl)-6-methoxyindolin-2-yl)ethyl)carbamate BrCCN1C(CC2=CC=C(C=C12)OC)CCNC(OC(C)(C)C)=O